CC=1SC(=C(N1)OC1CC2(C1)CCN(CC2)C)C(=O)N 2-methyl-4-((7-methyl-7-azaspiro[3.5]nonan-2-yl)oxy)thiazole-5-carboxamide